di-tert-butyl-2,5-furandicarboxylate C(C)(C)(C)C=1C(=C(OC1C(=O)[O-])C(=O)[O-])C(C)(C)C